cis-2-Isopropenyl-1-methylcyclobutaneethanal C(=C)(C)[C@H]1[C@](CC1)(CC=O)C